ClC1=CC2=C(NC(=N2)SC=2CNC3C=CC=CC3C2C)C=C1 3-[(5-chloro-1H-1,3-benzodiazol-2-yl)sulfanyl]-4-methyl-1,2,4a,8a-tetrahydroquinolin